[Cl-].C1(C=CCC2=CC=CC=C12)=O (4H)-naphthalenone chloride